N-[(2S,3R)-2-[(2,3'-difluoro[1,1'-biphenyl]-3-yl)methyl]-4,4-difluoro-1-((2R)-oxetan-2-carbonyl)pyrrolidin-3-yl]methanesulfonamide FC1=C(C=CC=C1C[C@@H]1N(CC([C@@H]1NS(=O)(=O)C)(F)F)C(=O)[C@@H]1OCC1)C1=CC(=CC=C1)F